COC(C(CC(=O)C1=C(C=CC=C1)N)N)=O 2-Amino-4-(2-aminophenyl)-4-oxobutanoic acid methyl ester